BrC1=C(C=CC(=C1)S(=O)(=O)N1CCC(CC1)C1=CC=CC=C1)N1CC(C1)N(C(OC(C)(C)C)=O)C tert-butyl N-[1-[2-bromo-4-[(4-phenyl-1-piperidyl)sulfonyl]phenyl]azetidin-3-yl]-N-methyl-carbamate